C(=O)(O)C=1C=C(C=CC1O)NCC(=O)O (R)-3-carboxyl-4-hydroxyphenyl-glycine